N'-(2,5-dimethyl-4-{3-[(2,2,3,3-tetrafluoropropyl)sulfanyl]-phenoxy}phenyl)-N-ethyl-N-methylimidoformamide CC1=C(C=C(C(=C1)OC1=CC(=CC=C1)SCC(C(F)F)(F)F)C)N=CN(C)CC